FC1=C(C=C2CCCOC2=C1C=1CC[C@@H](NCC1)C)C=1C(=NC(=NC1C)N)NC |o1:14| 7-fluoro-8-[rel-(2S)-2-methyl-2,3,4,7-tetrahydro-1H-azepin-5-yl]chroman-6-yl-N4,6-dimethyl-pyrimidine-2,4-diamine